2-(2-azidoacetamido)pentanediamide N(=[N+]=[N-])CC(=O)NC(C(=O)N)CCC(=O)N